2-[1-(4-bromophenyl)-1-methylethyl]-4,5-dihydro-4,4-dimethyl-oxazole BrC1=CC=C(C=C1)C(C)(C)C=1OCC(N1)(C)C